N[C@H]1CN(CCC1)C(=O)C1=NN(C(=C1)C1=CC=C(C#N)C=C1)C=1C=C(C=CC1)C (R)-4-(3-(3-Aminopiperidin-1-carbonyl)-1-(m-tolyl)-1H-pyrazol-5-yl)benzonitril